CN1N=C(C=2N=C(N=CC21)C=C)C2=CC=C(C=C2)OC2=CC=CC=C2 1-methyl-3-(4-phenoxyphenyl)-5-vinyl-1H-pyrazolo[4,3-d]pyrimidine